CSC1=C(C=CC=C1)P(N(P(C1=CC=C(C=C1)[Si](CCCC)(CCCC)CCCC)C1=CC=C(C=C1)[Si](CCCC)(CCCC)CCCC)C(C)C)C1=C(C=CC=C1)SC N-(bis(2-(methylthio)phenyl)phosphaneyl)-N-isopropyl-1,1-bis(4-(tributylsilyl)phenyl)phosphanamine